N-vinylimidazole HCl Cl.C(=C)N1C=NC=C1